C(C)NS(=O)(=O)C=1C=C(C=CC1C1=CN=C(S1)[C@@H]1CC[C@H](CC1)NC(=O)OC(C)C)CC(=O)O trans-2-[3-(ethylsulfamoyl)-4-[2-[4-(isopropoxycarbonyl-amino)cyclohexyl]thiazol-5-yl]phenyl]acetic acid